C(#N)C=1C=NN2C1C(=CC(=C2)C=2C=NN(C2C)C2CCC(CC2)OC(CNC(=O)OC(C)(C)C)=O)SC2=C(C=C(C=C2)F)C#N [4-[4-[3-cyano-4-(2-cyano-4-fluoro-phenyl)sulfanyl-pyrazolo[1,5-a]pyridin-6-yl]-5-methyl-pyrazol-1-yl]cyclohexyl]2-(tert-butoxycarbonylamino)acetate